imidazo[1,2-a]pyridine-6-boronic acid pinacol ester N=1C=CN2C1C=CC(=C2)B2OC(C)(C)C(C)(C)O2